C[C@]1([C@@H]([C@H](O[C@H]1N2C=CC(=O)NC2=O)CO)O)F (2R)-2-deoxy-2-fluoro-2-methyluridine